OC=1C=C(C=CC1)C1=C2C(=C(N=N1)C1=C(C=CC=C1)O)SC=C2 4-(3-hydroxyphenyl)thieno[2,3-d]pyridazin-7-ylphenol